ClC=1C(=C(C=CC1)CNC(CN(C(CN1N=C2C(N=CNC2=O)=C1)=O)C(C)C)=O)F N-(2-((3-chloro-2-fluorophenylmethyl)amino)-2-oxoethyl)-N-isopropyl-2-(7-oxo-6,7-dihydro-2H-pyrazolo[4,3-d]pyrimidin-2-yl)acetamide